(3-amino-4,5,6,7-tetrahydropyrazolo[3,4-c]pyridin-2-yl)(1,2,3,4-tetrahydroquinolin-4-yl)methanone NC=1N(N=C2CNCCC21)C(=O)C2CCNC1=CC=CC=C21